OC1=C(C=C(C=C1)F)[C@@H](C)NC=1C=CC=2N(N1)C(=CN2)C2=NC=CC(=C2)C[C@H](C)O (S)-1-(2-(6-(((R)-1-(2-hydroxy-5-fluoro-phenyl)ethyl)amino)imidazo[1,2-b]pyridazin-3-yl)pyridin-4-yl)propan-2-ol